6-hydroxy-5-[(2-methyl-4-sulfophenyl)azo]-2-naphthalenesulfonic acid OC=1C(=C2C=CC(=CC2=CC1)S(=O)(=O)O)N=NC1=C(C=C(C=C1)S(=O)(=O)O)C